heptyl-nonanoic acid C(CCCCCC)C(C(=O)O)CCCCCCC